ClC1=C(C=CC=C1)N[C@H]1[C@](C(C=C1)=O)(C1=CC=CC=C1)CC(C(=O)OCC)(F)F ethyl 3-((1r,2r)-2-((2-chlorophenyl) amino)-5-oxo-1-phenylcyclopent-3-en-1-yl)-2,2-difluoropropionate